methyl 2,6-dichloro-9H-purine-9-sulfonate ClC1=NC(=C2N=CN(C2=N1)S(=O)(=O)OC)Cl